COC1=CC=C(C=C1)[S@](=O)(=N)C=1C=C2C=NN(C(C2=CC1)=O)CC=1C=NC(=CC1)OC |r| Racemic-6-(4-methoxyphenylsulphonimidoyl)-2-((6-methoxypyridin-3-yl)methyl)phthalazin-1(2H)-one